cis-2-heptyl-4-(3-chloro-4-fluorobenzylamino)-7-methoxychromane hydrochloride Cl.C(CCCCCC)[C@@H]1OC2=CC(=CC=C2[C@@H](C1)NCC1=CC(=C(C=C1)F)Cl)OC